(E)-3-(2,2-difluorobenzo[d][1,3]dioxol-5-yl)-1-(4-(6-methoxynicotinoyl)piperazin-1-yl)prop-2-en-1-one FC1(OC2=C(O1)C=CC(=C2)/C=C/C(=O)N2CCN(CC2)C(C2=CN=C(C=C2)OC)=O)F